C(#N)[C@H](C[C@H]1C(NCCC1)=O)NC(=O)[C@@H]1N(C[C@@H]2[C@H]1CC(C2)(F)F)C(=O)C=2NC1=C(C(=CC(=C1C2)F)Cl)F (1R,3aS,6aR)-N-((S)-1-cyano-2-((S)-2-oxopiperidin-3-yl)ethyl)-2-(4,7-difluoro-6-chloro-1H-indole-2-carbonyl)-5,5-difluorooctahydrocyclopenta[c]pyrrole-1-carboxamide